8'-Bromo-7'-fluoro-1-((1r,4r)-4-hydroxycyclohexyl)-3'-methylspiro[azetidine-3,1'-pyrrolo[2,3-c]quinolin]-2'(3'H)-one BrC1=CC=2C3=C(C=NC2C=C1F)N(C(C31CN(C1)C1CCC(CC1)O)=O)C